(4-(3-methoxyoxetan-3-yl)phenyl)(2-(4-(trifluoromethyl)phenyl)-2,6-dihydropyrrolo[3,4-c]pyrazol-5(4H)-yl)methanone COC1(COC1)C1=CC=C(C=C1)C(=O)N1CC2=NN(C=C2C1)C1=CC=C(C=C1)C(F)(F)F